CC1(COC1)COC1=CC2=C(N(C=N2)C2=NC3=C(C=CC=C3C=C2)N2CCC3(CCN3)CC2)C=C1 2-(5-((3-methyloxetan-3-yl)methoxy)-1H-benzo[d]imidazol-1-yl)-8-(1,7-diazaspiro[3.5]nonan-7-yl)quinoline